ClC=1N=CC2=C(C=CC(=C2C1)C(C)C)N1[C@@H]([C@H](C1)NC(OC(C)(C)C)=O)C tert-Butyl ((2R,3S)-1-(3-chloro-5-isopropylisoquinolin-8-yl)-2-methylazetidin-3-yl)carbamate